((2-(((S)-1-((S)-2-((S)-1,1-dioxido-2-phenylthiomorpholine-4-carbonyl)pyrrolidin-1-yl)-3,3-dimethyl-1-oxobutan-2-yl)carbamoyl)benzo[b]thiophen-5-yl)difluoromethyl)phosphonic acid O=S1([C@H](CN(CC1)C(=O)[C@H]1N(CCC1)C([C@H](C(C)(C)C)NC(=O)C1=CC2=C(S1)C=CC(=C2)C(F)(F)P(O)(O)=O)=O)C2=CC=CC=C2)=O